1-Methyl-3,3-di((9Z,12Z)-octadeca-9,12-dien-1-yl)azetidine CN1CC(C1)(CCCCCCCC\C=C/C\C=C/CCCCC)CCCCCCCC\C=C/C\C=C/CCCCC